2-((3aR,4R,6R,7aS)-2,2,5,5-tetramethyltetrahydro-4,6-methanobenzo[d][1,3]dioxol-3a(4H)-yl)ethyl acetate C(C)(=O)OCC[C@@]12[C@@H](OC(O1)(C)C)C[C@@H]1C([C@H]2C1)(C)C